CN([C@@H]1CC[C@H](CC1)C1(OC2=C(O1)C(=CC(=C2C)C(=O)NCC=2C(NC(=CC2SC)C)=O)C2=CC=C(C=C2)N2CCOCC2)C)C 2-(trans-4-(dimethylamino)cyclohexyl)-2,4-dimethyl-N-((6-methyl-4-(methylthio)-2-oxo-1,2-dihydropyridine-3-yl)methyl)-7-(4-morpholinophenyl)benzo[d][1,3]dioxol-5-carboxamide